[Si](C)(C)(C(C)(C)C)O[C@H]1[C@@H]([C@@H](O[C@]1(C1CC1)CO[Si](C)(C)C(C)(C)C)N1CNCC(=C1)F)F 1-[(2R,3S,4R,5R)-4-[(tert-butyldimethylsilyl)oxy]-5-{[(tert-butyldimethylsilyl)oxy]methyl}-5-cyclopropyl-3-fluorooxolan-2-yl]-5-fluoro-3H-pyrimidine